3,3-dimethylpiperidine-2-carboxylic acid CC1(C(NCCC1)C(=O)O)C